C(C(C)C)C1=CC=C(C=C1)C(C(=O)NNS(=O)(=O)C1=C(C=C(C=C1C(C)C)C(C)C)C(C)C)C N'-(2-(4-isobutylphenyl)propanoyl)-2,4,6-triisopropyl-benzenesulfonohydrazide